(E)-ethen-2-d-ol C(=C\[2H])/O